3-(5-(pyridine-4-yl)thiophene-2-yl)acrylonitrile N1=CC=C(C=C1)C1=CC=C(S1)C=CC#N